4-(6,8-difluoro-2-((1-(((R)-3-fluoropyrrolidin-1-yl)methyl)cyclopropyl)methoxy)-4-((1S,5R)-1-methyl-3,8-diazabicyclo[3.2.1]-octan-3-yl)quinazolin-7-yl)-5-ethynylnaphthalen-2-ol FC=1C=C2C(=NC(=NC2=C(C1C1=CC(=CC2=CC=CC(=C12)C#C)O)F)OCC1(CC1)CN1C[C@@H](CC1)F)N1C[C@@]2(CC[C@H](C1)N2)C